3-(2-amino-benzooxazol-5-yl)-1-(2,2-dimethyl-propyl)-1H-pyrazolo[3,4-d]pyrimidine-4,6-diamine NC=1OC2=C(N1)C=C(C=C2)C2=NN(C1=NC(=NC(=C12)N)N)CC(C)(C)C